ClC=1C=NC(=NC1)OC1=NC(=CC(=C1C1=CC(=NO1)C(F)F)C)C 5-[2-(5-chloropyrimidin-2-yl)oxy-4,6-dimethyl-3-pyridinyl]-3-(difluoromethyl)isoxazole